N1(CCCC1)[C@@H]1CN(CC1)C=1N=CC(=NC1)C(=O)OC methyl (S)-5-([1,3'-bipyrrolidin]-1'-yl)pyrazine-2-carboxylate